(S)-2-(2-((4-amino-2-oxo-3-(4-phenoxyphenyl)-2,3-dihydro-1H-imidazo[4,5-c]pyridin-1-yl)methyl)pyrrolidine-1-carbonyl)-4,4-dimethylpent-2-enenitrile NC1=NC=CC2=C1N(C(N2C[C@H]2N(CCC2)C(=O)C(C#N)=CC(C)(C)C)=O)C2=CC=C(C=C2)OC2=CC=CC=C2